C1CCC12CN(CC2)CCNC(=O)C=2C=C(C(=NC2)C)NC(=O)C=2C=NN1C2SC(=C1)C=1C(=NN(C1)C)C N-(5-((2-(6-azaspiro[3.4]octan-6-yl)ethyl)carbamoyl)-2-methylpyridin-3-yl)-2-(1,3-dimethyl-1H-pyrazol-4-yl)pyrazolo[5,1-b]thiazole-7-carboxamide